(S)-quinuclidin-3-yl (5-(3-butoxyphenyl)-6-methoxy-2,2-dimethyl-2,3-dihydro-1H-inden-1-yl)carbamate C(CCC)OC=1C=C(C=CC1)C=1C=C2CC(C(C2=CC1OC)NC(O[C@@H]1CN2CCC1CC2)=O)(C)C